3-isopropyl-5-(1-(5-(4-((2-methoxyethyl)sulfonyl)phenyl)thiazolo[5,4-b]pyridin-2-yl)piperidin-4-yl)-1,2,4-oxadiazole C(C)(C)C1=NOC(=N1)C1CCN(CC1)C=1SC2=NC(=CC=C2N1)C1=CC=C(C=C1)S(=O)(=O)CCOC